C(C)(C)(C)OC(NCC(C)(C)C1=CC=C(C=C1)C=1C=2C=3C(C(NC2C(=CC1OC)C)=O)=CSC3)=O (2-(4-(8-methoxy-6-methyl-4-oxo-4,5-dihydrothieno[3,4-c]quinolin-9-yl)phenyl)-2-methylpropyl)carbamic acid tert-butyl ester